2-{4-[9,10-bis(naphthalen-2-yl)-2-anthryl]phenyl}-1-phenyl-1H-benzimidazole C1=C(C=CC2=CC=CC=C12)C=1C2=CC=CC=C2C(=C2C=CC(=CC12)C1=CC=C(C=C1)C1=NC2=C(N1C1=CC=CC=C1)C=CC=C2)C2=CC1=CC=CC=C1C=C2